ClC1=CC=C(C=C1Cl)N 4,5-dichlorophenylamine